4-(5-(1,3,4-oxadiazol-2-yl)benzyl)-1-(1-ethylazetidin-3-yl)piperidine-4-sulfonamide O1C(=NN=C1)C=1C=CC=C(CC2(CCN(CC2)C2CN(C2)CC)S(=O)(=O)N)C1